1-[(2S,4R)-4-hydroxy-2-[4-[4-(5-methyl-2-pyridyl)piperidine-1-carbonyl]-1H-imidazol-2-yl]pyrrolidin-1-yl]-2-(3-methoxyisoxazol-5-yl)-3-methyl-butan-1-one O[C@@H]1C[C@H](N(C1)C(C(C(C)C)C1=CC(=NO1)OC)=O)C=1NC=C(N1)C(=O)N1CCC(CC1)C1=NC=C(C=C1)C